COC(C[C@H]1[C@@H](C(CC1)=O)CCCCC)=O trans-methyl-3-oxo-2-pentylcyclopentanacetate